(2S,5S)-9-(1-(aminomethyl)cyclopropoxy)-5-(hydroxymethyl)-2-isopropyl-1-methyl-1,4,5,6-tetrahydrobenzo[e][1,4]diazocin-3(2H)-one NCC1(CC1)OC=1C=CC2=C(N([C@H](C(N[C@@H](C2)CO)=O)C(C)C)C)C1